Racemic-tert-butyl 4-(benzyloxy)-2-hydroxybutyrate C(C1=CC=CC=C1)OCC[C@H](C(=O)OC(C)(C)C)O |r|